5-(4-((2-(3-ethylureido)pyrimidin-4-yl)methyl)piperazin-1-yl)-N,6-dimethylpicolinamide C(C)NC(NC1=NC=CC(=N1)CN1CCN(CC1)C=1C=CC(=NC1C)C(=O)NC)=O